2,3,6,7-tetrahydro-1H,5H-9-azabenzo[ij]quinolizine C1CCN2CCCC3=C2C1=CN=C3